Methyl (R)-9-(2-fluoro-5-((1-(3-fluoropropyl)pyrrolidin-3-yl)oxy)phenyl)-6,7-dihydro-5H-benzo[7]annulene-3-carboxylate FC1=C(C=C(C=C1)O[C@H]1CN(CC1)CCCF)C1=CCCCC2=C1C=CC(=C2)C(=O)OC